CN1N=CC=C1NC1=NC=CC(=N1)[Sn](C)(C)C N-(1-Methyl-1H-pyrazol-5-yl)-4-(trimethylstannyl)pyrimidin-2-amine